5-chloro-2-(4,4-difluoroazepan-1-yl)-N-(4-fluoro-3-(N'-methoxyamidino)phenyl)-6-methylnicotinamide ClC=1C(=NC(=C(C(=O)NC2=CC(=C(C=C2)F)C(N)=NOC)C1)N1CCC(CCC1)(F)F)C